3,6-dideoxy-D-arabinopyranose C[C@@H]1[C@H](C[C@@H](C(O1)O)O)O